(1R,3S)-3-(3-(pyrimidin-4-ylamino)-1H-pyrazol-5-yl)cyclopentyl(1-methylcyclopropyl)carbamate N1=CN=C(C=C1)NC1=NNC(=C1)[C@@H]1C[C@@H](CC1)N(C([O-])=O)C1(CC1)C